(3'S,5S)-2-(2-ethoxypyridin-3-yl)-3'-ethyl-1'-[4-fluoro-2-(trifluoromethyl)phenyl]-7-[(3S)-pyrrolidin-3-yl]spiro[6H-1,7-naphthyridine-5,4'-piperidine]-8-one C(C)OC1=NC=CC=C1C1=NC=2C(N(C[C@@]3([C@@H](CN(CC3)C3=C(C=C(C=C3)F)C(F)(F)F)CC)C2C=C1)[C@@H]1CNCC1)=O